methyl 4-((6-cyano-7-((3R,4S)-4-methoxytetrahydrofuran-3-yl)-7H-pyrrolo[2,3-d]pyrimidin-2-yl)amino)-3-(oxetan-3-yloxy)benzoate C(#N)C1=CC2=C(N=C(N=C2)NC2=C(C=C(C(=O)OC)C=C2)OC2COC2)N1[C@@H]1COC[C@H]1OC